3-(2-(4,6-diphenyl-1,3,5-triazin-2-yl)-4-(4,4,5,5-tetramethyl-1,3,2-dioxaborolan-2-yl)phenyl)-5-methylbenzo[b]phosphindole 5-oxide C1(=CC=CC=C1)C1=NC(=NC(=N1)C1=CC=CC=C1)C1=C(C=CC(=C1)B1OC(C(O1)(C)C)(C)C)C1=CC=C2C3=C(P(C2=C1)(C)=O)C=CC=C3